[Na+].[OH-].[Ca+2].[OH-].[OH-] calcium hydroxide, sodium salt